CCN(CC)C(=O)OCC Ethyl N,N-diethyl carbamate